ClC1=NC=C(C(=C1)N1CCC(CC1)C(C)O)C#CC=1C=NN(C1)C(F)(F)F 1-(1-(2-chloro-5-((1-(trifluoromethyl)-1H-pyrazol-4-yl)ethynyl)pyridin-4-yl)piperidin-4-yl)ethan-1-ol